diisodecyl-cyclohexane-1,4-dicarboxylate C(CCCCCCC(C)C)OC(=O)C1CCC(CC1)C(=O)OCCCCCCCC(C)C